4-(6-bromo-3-chloro-2-fluorophenyl)-6-methoxypyrimidine BrC1=CC=C(C(=C1C1=NC=NC(=C1)OC)F)Cl